octyldodecanol-valine mesylate S(C)(=O)(=O)O.N[C@@H](C(C)C)C(=O)O.C(CCCCCCC)C(CCCCCCCCCCC)O